(2R,3S)-2-(3-(6-bromo-7-chloro-3H-imidazo[4,5-b]pyridin-3-yl)propyl)piperidin-3-ol BrC=1C(=C2C(=NC1)N(C=N2)CCC[C@H]2NCCC[C@@H]2O)Cl